1-(3-methoxy-5-methylphenyl)-1H-imidazol-4-amine COC=1C=C(C=C(C1)C)N1C=NC(=C1)N